4-Bromo-N-(6-bromo-4-methylpyridin-2-yl)-2-(6-azaspiro[2.5]octan-6-yl)benzamide BrC1=CC(=C(C(=O)NC2=NC(=CC(=C2)C)Br)C=C1)N1CCC2(CC2)CC1